C(C)(C)(C)OC(=O)N1C2CN(C(C1)CC2)C=2C1=C(N=C(N2)F)C(=C(N=C1)F)F 5-(2,7-difluoro-8-fluoropyrido[4,3-d]pyrimidin-4-yl)-2,5-diazabicyclo[2.2.2]octane-2-carboxylic acid tert-butyl ester